(2S,4S,4aR,9bS)-2,4-dimethyl-4,4a,5,9b-tetrahydroindeno[1,2-d][1,3]dioxine C[C@H]1O[C@H]([C@@H]2[C@H](O1)C1=CC=CC=C1C2)C